5-(N-(2-(4-(3-bromothiophene-2-carboxamido)piperidin-1-yl)phenyl)-N-phenethylsulfamoyl)-3-methylbenzofuran-2-carboxylic acid BrC1=C(SC=C1)C(=O)NC1CCN(CC1)C1=C(C=CC=C1)N(S(=O)(=O)C=1C=CC2=C(C(=C(O2)C(=O)O)C)C1)CCC1=CC=CC=C1